(R)-(1-(2,2-Difluoroethyl)-8-methyl-3-(3-methyl-1,2,4-thiadiazol-5-yl)-5,6-Dihydroimidazo[1,5-a]pyrazin-7(8H)-yl)(4-fluorophenyl)methanone FC(CC=1N=C(N2C1[C@H](N(CC2)C(=O)C2=CC=C(C=C2)F)C)C2=NC(=NS2)C)F